tert-butyl (RS)-2-bromo-6-methyl-6,7-dihydropyrazolo[1,5-a]pyrazine-5(4H)-carboxylate BrC1=NN2C(CN([C@@H](C2)C)C(=O)OC(C)(C)C)=C1 |r|